Ethyl 2-(1-cyclobutyl-1H-pyrazol-4-yl)-5-({[1-(3,4-difluorophenyl) cyclopropyl]carbonyl}-amino)-3-fluorobenzoate C1(CCC1)N1N=CC(=C1)C1=C(C(=O)OCC)C=C(C=C1F)NC(=O)C1(CC1)C1=CC(=C(C=C1)F)F